(E)-14-Octadecenal C(CCCCCCCCCCCC\C=C\CCC)=O